N-((4-morpholinophenyl)(phenyl)methyl)-2-oxo-6-(trifluoromethyl)-1,2-dihydropyridine-3-carboxamide O1CCN(CC1)C1=CC=C(C=C1)C(NC(=O)C=1C(NC(=CC1)C(F)(F)F)=O)C1=CC=CC=C1